CN1C=NC=C1C1=NC2=CC=CC=C2C(=C1)C1=NC2=C(N1C1=CCC3CC(NC3=C1)=O)C=CC(=C2)C(=O)N 2-(2-(1-methyl-1H-imidazol-5-yl)quinolin-4-yl)-1-(2-oxo-1,2,3,4-tetrahydroindol-6-yl)-1H-benzo[d]Imidazole-5-carboxamide